amino-hydroxyl-amide N[N-]O